BrC1=CC=C(C=C1)NS(=O)(=O)C N-(4-bromophenyl)-methylsulfonamide